N-(8,9-difluoro-6-methoxy-1,4-dihydro-2H-pyrano[3,4-c]isoquinolin-1-yl)-5,6-difluoro-N-methyl-1H-indole-2-carboxamide FC=1C(=CC=2C3=C(N=C(C2C1)OC)COCC3N(C(=O)C=3NC1=CC(=C(C=C1C3)F)F)C)F